C1(=CC=CC=C1)NC1=CC=C(C=C1)C1=CC=C(NC2=CC=CC=C2)C=C1 N,N'-bis-(phenyl)-benzidine